N(=C=O)CC1CS(CC1)(=O)=O 3-(isocyanatomethyl)-1λ6-thiolane-1,1-dione